OC=1C=C(C(=O)O)C=CC1C(C=CC1=CC=C(C=C1)OCC1=NC2=CC=CC=C2C=C1)=O 3-Hydroxy-4-[3-[4-(quinolin-2-ylmethoxy)phenyl]prop-2-enoyl]benzoic acid